N1C(CNCC1)=O Piperazinon